OC1=C(C=C(C(=O)O)C=C1OC(F)(F)F)[N+](=O)[O-] 4-hydroxy-3-nitro-5-(trifluoromethoxy)benzoic acid